tert-butyl (Z)-1-(hydroxyimino)-7-methoxy-1,3-dihydrospiro[indene-2,4'-piperidine]-1'-carboxylate O\N=C\1/C2=C(C=CC=C2CC12CCN(CC2)C(=O)OC(C)(C)C)OC